6-fluoro-4-methoxy-2-(2-methyl-3-furyl)-5-trifluoromethylpyrimidine FC1=C(C(=NC(=N1)C1=C(OC=C1)C)OC)C(F)(F)F